ethyl 6,7-dichloro-4-oxo-1-(pyrazin-2-yl)-1,4-dihydro-1,8-naphthyridine-3-carboxylate ClC=1C=C2C(C(=CN(C2=NC1Cl)C1=NC=CN=C1)C(=O)OCC)=O